4-[(5-isopropenyl-3-pyridinyl)sulfonyl]benzoic acid C(=C)(C)C=1C=C(C=NC1)S(=O)(=O)C1=CC=C(C(=O)O)C=C1